FC(C(=O)O)(F)F.C1(CC1)CNC(=O)C=1C=C(C=NC1)C1=CC(=NC=C1)C=1NC(=C(N1)C)C N-(Cyclopropyl-methyl)-2'-(4,5-dimethyl-1H-imidazol-2-yl)-3,4'-bipyridine-5-carboxamide trifluoroacetate